ClC1=C(C=CC=C1)SC=1C(=NC2=CC=CC=C2N1)C(=O)N 3-((2-chlorophenyl)thio)quinoxaline-2-carboxamide